tert-butyl 3-(5-bromo-3-methylpyrazin-2-yloxy)cyclopentylcarbamate BrC=1N=C(C(=NC1)OC1CC(CC1)NC(OC(C)(C)C)=O)C